4-Fluoro-N-phenyl-6-(trifluoromethyl)-5,6-dihydroindazolo[3,2-a]isoquinolin-6-amine FC=1C=2CC(N3C(C2C=CC1)=C1C=CC=CC1=N3)(NC3=CC=CC=C3)C(F)(F)F